tert-Butyl 5-(2-{2-[(4-{[tert-butyl(dimethyl)silyl]oxy}phenyl)amino]-ethoxy}ethoxy)-3,4-dihydroisoquinoline-2(1H)-carboxylate [Si](C)(C)(C(C)(C)C)OC1=CC=C(C=C1)NCCOCCOC1=C2CCN(CC2=CC=C1)C(=O)OC(C)(C)C